OC1CN(CC1)C1=NC=C(C=N1)CNC(=O)NC=1SC=C(N1)C(C)(C)C1=CC=C(C=C1)OC 1-((2-(3-hydroxypyrrolidin-1-yl)pyrimidin-5-yl)methyl)-3-(4-(2-(4-methoxyphenyl)propan-2-yl)thiazol-2-yl)urea